(1R,2R,3aS,8bS)-2,3,3a,8b-tetrahydro-2-hydroxy-1-[(E,3S,4S)-3-hydroxy-4-methyl-1-octene-6-ynyl]-1H-cyclopenta[b]benzofuran-5-butanoic acid methyl ester COC(CCCC1=CC=CC=2[C@H]3[C@@H](OC21)C[C@H]([C@@H]3\C=C\[C@H]([C@H](CC#CC)C)O)O)=O